N[C@@H]1C2=CC=CC=C2CC12CCN(CC2)C2=CN=C1C(=N2)NN=C1OC1=C(C(NC=C1)=O)Cl 4-({6-[(3S)-3-amino-1,3-dihydrospiro[inden-2,4'-piperidin]-1'-yl]-1H-pyrazolo[3,4-b]pyrazin-3-yl}oxy)-3-chloro-1,2-dihydropyridin-2-one